4-hydroxy-N-[(1S)-1-[4-(4-methylthiazol-5-yl)phenyl]ethyl]pyrrolidine-2-carboxamide methyl-7-bromo-3-(((2-(trimethylsilyl)ethoxy)carbonyl)-amino)-2-naphthoate COC(=O)C1=CC2=CC(=CC=C2C=C1NC(=O)OCC[Si](C)(C)C)Br.OC1CC(NC1)C(=O)N[C@@H](C)C1=CC=C(C=C1)C1=C(N=CS1)C